(2-(5-((S)-1-cyclopropylpyrrolidin-3-yl)-2-((S)-1-methoxyethyl)pyridin-3-yl)-3-(3-hydroxy-2,2-dimethylpropyl)-1-(2-((tetrahydro-2H-pyran-4-yl)oxy)ethyl)-1H-indol-5-yl)boronic acid C1(CC1)N1C[C@@H](CC1)C=1C=C(C(=NC1)[C@H](C)OC)C=1N(C2=CC=C(C=C2C1CC(CO)(C)C)B(O)O)CCOC1CCOCC1